ClC=1C=C(C=CC1F)NC(N(CC1=NN=C2N1CCCCC2)C2=CC=C(C=C2)OC(C)C)=O (3-Chloro-4-fluorophenyl)-1-(4-isopropoxyphenyl)1-((6,7,8,9-tetrahydro-5H-[1,2,4]triazolo[4,3-a]azepin-3-yl)methyl)urea